N-((1S)-(4,4-difluorocyclohexyl)(6-(((5R)-2-oxo-5-(trifluoromethyl)piperidin-3-yl)methyl)imidazo[1,2-b]pyridazin-2-yl)methyl)-3-(fluoromethyl)isoxazole-4-carboxamide FC1(CCC(CC1)[C@H](NC(=O)C=1C(=NOC1)CF)C=1N=C2N(N=C(C=C2)CC2C(NC[C@@H](C2)C(F)(F)F)=O)C1)F